2-Isopropyl-4-methyl-6-morpholin-4-yl-N-[[4-(trifluoromethyl)-phenyl]-methyl]-pyridine-3-carboxylic acid amide C(C)(C)C1=NC(=CC(=C1C(=O)NCC1=CC=C(C=C1)C(F)(F)F)C)N1CCOCC1